BrC1=CC=2N(C=C1)N=CC2C2=CC=CC(=N2)C2CN(CCC2)C(=O)OC(C)(C)C tert-butyl 3-(6-(5-bromopyrazolo[1,5-a]pyridin-3-yl)pyridin-2-yl)piperidine-1-carboxylate